N1N=CC2=CC=C(C=C12)C1=CC=C(C=C1)NC(C[C@H]1C[C@H](N(C1)C=1C2=C(N=C(N1)C)C1=C(O2)C=CC=C1)C(=O)O)=O (2S,4R)-4-(2-((4-(1H-indazol-6-yl)phenyl)amino)-2-oxoethyl)-1-(2-methylbenzofuro[3,2-d]pyrimidin-4-yl)pyrrolidine-2-carboxylic acid